C(C)OC(=O)C1C(N(C(C(C1=O)C)C)C)=O Ethyl-1,5,6-trimethyl-2,4-dioxopiperidine-3-carboxylate